(S)-4-(4'-(4-(3-carbamoyl-5-methyl-1H-1,2,4-triazol-1-yl)benzyl)-[1,1'-biphenyl]-4-carbonyl)-2-methylpiperazine-1-carboxylic acid tert-butyl ester C(C)(C)(C)OC(=O)N1[C@H](CN(CC1)C(=O)C1=CC=C(C=C1)C1=CC=C(C=C1)CC1=CC=C(C=C1)N1N=C(N=C1C)C(N)=O)C